ClC1=NC=C(C=2N=C(N=CC21)NC2CCC1(CCO1)CC2)I 5-Chloro-8-iodo-N-((4R,7R)-1-oxaspiro[3.5]nonan-7-yl)pyrido[4,3-d]pyrimidin-2-amine